F.N1=CC=CC=C1 pyridine hydrofluoride